NC1(C(=O)NCCCC1)N diaminocaprolactam